NC1=NC=C(C2=C1C(=C(N2C)C2=CC=C(C=C2)NC(=O)C(=C)F)C=2C=C(C(=NC2)C(=O)NCC(F)(F)F)Cl)Br 5-(4-amino-7-bromo-2-{4-[(2-fluoroacrylamino)]phenyl}-1-methylpyrrolo[3,2-c]pyridin-3-yl)-3-chloro-N-(2,2,2-trifluoroethyl)pyridine-2-carboxamide